FC=1C=C2C[C@@H](CN3C2=C(C1)C=C3)NC(OC(C)(C)C)=O tert-butyl (S)-(8-fluoro-5,6-dihydro-4H-pyrrolo[3,2,1-ij]quinolin-5-yl)carbamate